4-(1,1-dioxido-1,2-thiazolidin-2-yl)-2-(morpholin-4-yl)-8-(1H-pyrazol-5-yl)-1,7-naphthyridine O=S1(N(CCC1)C1=CC(=NC2=C(N=CC=C12)C1=CC=NN1)N1CCOCC1)=O